C1(=CC=C(C=C1)C=1C=C2C=CC=CN2C1N1C2=CC=CC=C2SC=2C=CC=CC12)C 10-(2-(p-tolyl)indolizin-3-yl)-10H-phenothiazine